N-((1S)-1-cyclohexyl-2-((2-(5-cyclopropyl-2-oxotetrahydropyrimidin-1(2H)-yl)-2-(methylcarbamoyl)-2,3-dihydro-1H-inden-5-yl)amino)-2-oxoethyl)-1-methyl-1H-pyrazole-5-carboxamide C1(CCCCC1)[C@@H](C(=O)NC=1C=C2CC(CC2=CC1)(C(NC)=O)N1C(NCC(C1)C1CC1)=O)NC(=O)C1=CC=NN1C